5-bis(aminoethyl)aminoethylcarbamoylmethyl-2'-deoxyuridine NCCN(CCN)CCNC(=O)CC=1C(NC(N([C@H]2C[C@H](O)[C@@H](CO)O2)C1)=O)=O